((1s,3s)-3-hydroxy-3-methylcyclobutyl)(7-(3-(trifluoromethoxy)phenoxy)-2-azaspiro[3.5]non-2-yl)methanone OC1(CC(C1)C(=O)N1CC2(C1)CCC(CC2)OC2=CC(=CC=C2)OC(F)(F)F)C